CC1=C(C=NC(=C1)N1N=CC(=N1)CN1C[C@@H](N[C@@H](C1)C=1C(=C2COC(C2=CC1)=O)C)C)C#N 4-methyl-6-(4-(((3s,5r)-3-methyl-5-(4-methyl-1-oxo-1,3-dihydroisobenzofuran-5-yl)piperazin-1-yl)methyl)-2H-1,2,3-triazol-2-yl)pyridine-3-carbonitrile